C1(=CC=CC2=CC=CC=C12)NC(=O)C1CCNCC1 N-(naphthalen-1-yl)piperidine-4-carboxamide